NC=1N=CC2=CC(=CC(=C2C1)C1=C(C=CC=C1C)F)NC[C@@H]1N(CCCC1)C(=O)OC(C)(C)C tert-butyl (2R)-2-[[[3-amino-5-(2-fluoro-6-methyl-phenyl)-7-isoquinolyl]amino]methyl]piperidine-1-carboxylate